N-ethyl-N-(2-chlorovinyl)pyrrolidinium bromide [Br-].C(C)[N+]1(CCCC1)C=CCl